CC(C)(C)CC(C)(C)C1=CC=CC=C1O (1,1,3,3-tetramethylbutyl)phenol